P(=O)(O[C@H]1[C@@H](O)[C@@H](O)[C@H](O)[C@H](O1)[C@H](O)COCCN)([O-])[O-] 7-O-(Aminoethyl)-D-Glycero-β-D-manno-heptopyranosyl phosphate